COCC1=CC=CC(=N1)CN1N=NC(=C1)C1=NC(=NC(=C1)N1N=CC=C1)N 4-(1-{[6-(methoxymethyl)-2-pyridinyl]methyl}-1H-1,2,3-triazol-4-yl)-6-(1H-pyrazol-1-yl)-2-pyrimidinylamine